1,2,5,6-Naphthalenetetracarboxylic acid C=1(C(=CC=C2C(=C(C=CC12)C(=O)O)C(=O)O)C(=O)O)C(=O)O